Ethyl (S)-6-diazo-2-(2-(2-(dimethylamino)acetamido)acetamido)-5-oxohexanoate [N+](=[N-])=CC(CC[C@@H](C(=O)OCC)NC(CNC(CN(C)C)=O)=O)=O